(3-(Benzyloxy)cyclobutyl)formic acid C(C1=CC=CC=C1)OC1CC(C1)C(=O)O